5-(2-chloro-5-(hydroxymethyl)pyridin-3-yl)-2-((5-fluoro-4-methoxypyridin-2-yl)methyl)-7-((2-(methylamino)-1H-imidazol-1-yl)methyl)-3,4-dihydroisoquinolin-1(2H)-one ClC1=NC=C(C=C1C1=C2CCN(C(C2=CC(=C1)CN1C(=NC=C1)NC)=O)CC1=NC=C(C(=C1)OC)F)CO